CC1(NCCC(C1)C1=CC=C2C(=NN(C2=C1)C)N1C(NC(CC1)=O)=O)C 1-(6-(2,2-dimethylpiperidin-4-yl)-1-methyl-1H-indazol-3-yl)dihydropyrimidine-2,4(1H,3H)-dione